3-(3-(4-(quinoxalin-2-yl)-1H-pyrazol-1-yl)phenyl)propanenitrile N1=C(C=NC2=CC=CC=C12)C=1C=NN(C1)C=1C=C(C=CC1)CCC#N